8-(benzyloxy)-5-bromoquinoline C(C1=CC=CC=C1)OC=1C=CC(=C2C=CC=NC12)Br